methyl 4-(furan-2-ylmethyl)-3-oxo-3,4-dihydro-2H-benzo[b][1,4]thiazine-6-carboxylate O1C(=CC=C1)CN1C2=C(SCC1=O)C=CC(=C2)C(=O)OC